ClC1=CC=C2C(=NN(C2=C1)C=1C=NC=CC1)C(C)N1N=C(C=2C1=NC=NC2N)C=2C=NC1=CC=CC=C1C2 (1-(6-chloro-1-(pyridin-3-yl)-1H-indazol-3-yl)ethyl)-3-(quinolin-3-yl)-1H-pyrazolo[3,4-d]pyrimidin-4-amine